C(C1=CC=CC=C1)OCC1=NN(C(N1CC)=O)C1=CC(=NC=C1F)C(C=O)C(C)C (4-(3-((Benzyloxy)methyl)-4-ethyl-5-oxo-4,5-dihydro-1H-1,2,4-triazol-1-yl)-5-fluoropyridin-2-yl)-3-methylbutanal